C(=O)=C1CCC(CC1)CC(=O)O 2-(4-carbonylcyclohexyl)acetic acid